BrC=1C=CC(=NC1)COC=1C=CC2=C(N=C(O2)C=2C=NC=CC2)C1 5-[(5-bromopyridin-2-yl)methoxy]-2-(pyridin-3-yl)-1,3-benzoxazole